C(C)OC=1C=C(C=C(C1C)OCC)[C@@H](C)N(C(=O)N(C1(CC(C1)(F)F)C(=O)OC)C)CCCCC1=CC=CC=C1 methyl 1-[{[(1R)-1-(3,5-diethoxy-4-methylphenyl) ethyl] (4-phenylbutyl) carbamoyl} (methyl) amino]-3,3-difluorocyclobutane-1-carboxylate